1,5-di-tert-butyl-3-iodo-1H,4H,5H,6H-pyrrolo[3,4-c]pyrazole C(C)(C)(C)N1N=C(C2=C1CN(C2)C(C)(C)C)I